N-(4-Ethoxy-5-methoxy-2-((4-(2-(methyl((1-methyl-1H-indazol-5-yl)methyl)amino)ethyl)phenyl)carbamoyl)phenyl)-4-oxo-4H-chromene-2-carboxamide C(C)OC1=CC(=C(C=C1OC)NC(=O)C=1OC2=CC=CC=C2C(C1)=O)C(NC1=CC=C(C=C1)CCN(CC=1C=C2C=NN(C2=CC1)C)C)=O